5-chloro-N-(2,5-dichlorobenzyl)-3-((3aR,3bR,4aS,5R,5aS)-2,2-dimethylhexahydrocyclopropa[3,4]cyclopenta[1,2-d][1,3]dioxol-5-yl)-3H-imidazo[4,5-b]pyridin-7-amine ClC1=CC(=C2C(=N1)N(C=N2)[C@@H]2[C@@H]1[C@H]([C@@H]3[C@H]2OC(O3)(C)C)C1)NCC1=C(C=CC(=C1)Cl)Cl